7-bromo-2-(2,5-dimethyl-1H-pyrrol-1-yl)-6-fluoro-8-methyl-[1,2,4]triazolo[1,5-a]pyridine BrC1=C(C=2N(C=C1F)N=C(N2)N2C(=CC=C2C)C)C